Cl.C1NCC2CC(CCC12)O 2,3,3a,4,5,6,7,7a-octahydro-1H-isoindol-5-ol hydrochloride